phenethyl ALCOHOL C(CC1=CC=CC=C1)O